3-(6-((tert-butoxycarbonyl)amino)pyridin-3-yl)propanoic acid C(C)(C)(C)OC(=O)NC1=CC=C(C=N1)CCC(=O)O